rel-3-chloro-4-[(3,5-difluoropyridin-2-yl)methoxy]-2'-[6-(1,2-dihydroxyethyl)pyridin-2-yl]-5',6-dimethyl-[1,4'-bipyridin]-2-one ClC=1C(N(C(=CC1OCC1=NC=C(C=C1F)F)C)C1=CC(=NC=C1C)C1=NC(=CC=C1)[C@H](CO)O)=O |o1:31|